NC1=CN=NN1S 5-amino-1-mercapto-1,2,3-triazole